tert-butyl 4-[4-[2-chloro-4-[[5-[6-(dimethylamino)-2,5-difluoro-3-pyridyl]-1-methyl-imidazole-2-carbonyl]amino]benzoyl]piperazine-1-carbonyl]-4-hydroxy-piperidine-1-carboxylate ClC1=C(C(=O)N2CCN(CC2)C(=O)C2(CCN(CC2)C(=O)OC(C)(C)C)O)C=CC(=C1)NC(=O)C=1N(C(=CN1)C=1C(=NC(=C(C1)F)N(C)C)F)C